C(C)(C)(C)OC(=O)OC1=C(C(=O)OC(C)(C)C)C=CC=C1CB1O[C@@]2([C@H](O1)C[C@H]1C([C@@H]2C1)(C)C)C tert-Butyl 2-((tert-butoxycarbonyl)oxy)-3-(((3aS,4S,6S,7aR)-3a,5,5-trimethylhexahydro-4,6-methanobenzo[d][1,3,2]dioxaborol-2-yl)methyl)benzoate